N-[(trans)-4-hydroxytetrahydrofuran-3-yl]-3-oxo-2,3-dihydropyridazine-4-carboxamide O[C@H]1[C@@H](COC1)NC(=O)C=1C(NN=CC1)=O